CN1CC(C1)(C)[C@@](O)(C1=CC(=CC=C1)C1=NC(=NO1)COC=1C=NN(C1)C)C1=CC=C(C=C1)C(C)C (S)-(1,3-Dimethylazetidin-3-yl)(4-isopropylphenyl)(3-(3-(((1-methyl-1H-pyrazol-4-yl)oxy)methyl)-1,2,4-oxadiazol-5-yl)phenyl)methanol